ClC=1C(=C(CC2(NCCC2)C(=O)N)C=CC1)F 2-(3-chloro-2-fluorobenzyl)pyrrolidine-2-carboxamide